7-fluoro-N3-(1-methyl-1,4,9,10-tetrahydroimidazo[4,5-e]pyrazolo[1,5-a]azepin-7-yl)-6-(4-methylpyridin-3-yl)isoquinoline-3,8-diamine FC1=C(C=C2C=C(N=CC2=C1N)NC1=NN2C(CCC3=C(C2)N=CN3C)=C1)C=1C=NC=CC1C